N1=CC=CC=2CNC=CC12 5H-1,6-naphthyridine